DiIsononyl phthalate C(C=1C(C(=O)OCCCCCCC(C)C)=CC=CC1)(=O)OCCCCCCC(C)C